COC(C(C1=CC2=C(SCCN2CC2=CC=CC=C2)C=C1)N)=O 2-amino-2-(4-benzyl-3,4-dihydro-2H-benzo[b][1,4]thiazin-6-yl)acetic acid methyl ester